C(C)(C)(C)OC(N(CCCOCC#C)C)=O.OC1=C(C=C(C=C1C)/C=C/C(=O)C1=CC=C(C=C1)NC(C=C)=O)C (E)-N-(4-(3-(4-hydroxy-3,5-dimethylphenyl)acryloyl)phenyl)acrylamide tert-butyl-N-methyl-N-[3-(prop-2-yn-1-yloxy)propyl]carbamate